3-chloro-2-fluoro-nitrobenzene ClC=1C(=C(C=CC1)[N+](=O)[O-])F